OC=1C=C(C=C(C1)O)C=CC1=CC(=CC(=C1)O)O 3,5,3',5'-tetrahydroxystilbene